ClC1=CC=C2C(=NC=3N(C2=C1)C=NN3)N(C=3C=C(C=CC3)N3C(CC1=CC=CC=C31)=O)C (3-((8-chloro-[1,2,4]triazolo[4,3-a]quinazolin-5-yl)(methyl)amino)phenyl)indolin-2-one